BrC=1C=CC(=C(C1)C(C(=O)OC)C(CCOC)=O)O[Si](C)(C)C(C)(C)C methyl 2-(5-bromo-2-((tert-butyldimethylsilyl) oxy) phenyl)-5-methoxy-3-oxopentanoate